C(#N)C1=CC(=C(COC2=NC=CC=C2C2=CCN(CC2)CC2=NC3=C(N2C[C@H]2OCC2)C=C(C=C3)C(=O)O)C=C1)F (S)-2-((4-(2-(4-cyano-2-fluorobenzyloxy)pyridin-3-yl)-5,6-dihydropyridin-1(2H)-yl)methyl)-1-(oxetan-2-ylmethyl)-1H-benzo[d]imidazole-6-carboxylic acid